3-bromo-2-iodo-N,N,5-trimethyl-benzamide BrC=1C(=C(C(=O)N(C)C)C=C(C1)C)I